C(N)(=O)C1=CC2=C(NC(=N2)NC(=O)C2=CC(=NN2CC)C)C(=C1)OCCCO 5-carbamoyl-2-(1-ethyl-3-methyl-1H-pyrazole-5-carboxamido)-7-(3-hydroxypropoxy)-1H-benzo[d]imidazol